6-fluoro-5-(4-((5-fluoro-2-methyl-3-oxo-3,4-dihydroquinoxalin-6-yl)methyl)-4-hydroxypiperidin-1-yl)-N-methylpicolinamide FC1=C(C=CC(=N1)C(=O)NC)N1CCC(CC1)(O)CC=1C(=C2NC(C(=NC2=CC1)C)=O)F